OC1=C(C=O)C=C(C=C1CCl)C 2-hydroxy-3-chloromethyl-5-methylbenzaldehyde